(S)-N-((R)-2-hydroxy-1-(4-((1-methoxycyclopentyl)methoxy)phenyl)-2-methylpropyl)-2-phenylpropionamide OC([C@@H](C1=CC=C(C=C1)OCC1(CCCC1)OC)NC([C@@H](C)C1=CC=CC=C1)=O)(C)C